ClC1=CC(=C(C(=C1)C)C(C)=O)O 1-(4-chloro-2-hydroxy-6-methylphenyl)ethan-1-one